ClC1=C(C=C(C=2C([C@@]3([C@@H](CC(C=C3OC)=O)C)OC21)=O)OC)OS(=O)(=O)C(F)(F)F [(2S,5'R)-7-chloro-1',4-dimethoxy-5'-methyl-3,3'-dioxo-spiro[benzofuran-2,6'-cyclohexene]-6-yl]trifluoromethanesulfonate